5-(piperidin-4-yl)-8-(piperidin-4-yloxy)isoquinoline-3-carboxylic acid N1CCC(CC1)C1=C2C=C(N=CC2=C(C=C1)OC1CCNCC1)C(=O)O